C([C@@H]1[C@@H]([C@@H]([C@H]([C@@H](O1)O[C@@H]2[C@H](O[C@H]([C@@H]([C@H]2O)O)O)COS(=O)(=O)O)O)O)O)OS(=O)(=O)O The molecule is a glycosylglucose derivative that consists of 6-sulfated beta-D-glucose having a 6-sulfated beta-D-galactosyl residue attached at position 4. It has a role as an epitope. It is an oligosaccharide sulfate and a glycosylglucose derivative.